COC(CC=1C=CC2=C(CC(O2)(C)C)C1)=O 2-(2,2-dimethyl-2,3-dihydro-1-benzofuran-5-yl)acetic acid methyl ester